4-(4-((4'-chloro-5,5-dimethyl-3,4,5,6-tetrahydro-[1,1'-biphenyl]-2-yl)methyl)piperazin-1-yl)-2-(pyrazolo[4,3-b]pyrrolo[3,2-e]pyridin-1(5H)-yl)benzamide ClC1=CC=C(C=C1)C1=C(CCC(C1)(C)C)CN1CCN(CC1)C1=CC(=C(C(=O)N)C=C1)N1N=CC2=NC3=C(C=C21)C=CN3